OCC(CNC(=O)N1CC(OCC1)C1=CC(=CC=C1)OC)CC1=CC=C(C=C1)C(F)(F)F N-[2-(hydroxymethyl)-3-[4-(trifluoromethyl)phenyl]propyl]-2-(3-methoxyphenyl)morpholine-4-carboxamide